1-docosanoyl-2-(9Z-octadecenoyl)-glycero-3-phospho-(1'-sn-glycerol) CCCCCCCCCCCCCCCCCCCCCC(=O)OC[C@H](COP(=O)(O)OC[C@H](CO)O)OC(=O)CCCCCCC/C=C\CCCCCCCC